C(C)(C)(C)OC(=O)N(CCO[Si](C(C)C)(C(C)C)C(C)C)CC=1C=CC(=NC1)C(=O)O 5-(((tert-butoxycarbonyl)(2-((triisopropylsilyl)oxy)ethyl)amino)methyl)picolinic acid